isophthalaldehyde C(C1=CC(C=O)=CC=C1)=O